C1(C=2C(C(N1NCCN1CCNCC=3C=CC=C(CNCC1)N3)=O)=CC=CC2)=O N-(phthalimido)-3,6,9,15-tetraazabicyclo[9.3.1]pentadeca-1(15),11,13-triene-6-ethanamine